C(CCCCC)N=C(O)C1=C(C=C(C=2C(=C(C=C(C12)C(=O)O)Br)C(=O)O)C(O)=NCCCCCC)Br N,N'-dihexyl-2,6-dibromo-1,4,5,8-naphthalenetetracarboxylic acid diimine